1-(2,2-difluoroethyl)-5-(3-isopropyl-5-(piperidin-4-yl)-1H-indol-2-yl)-3-methylpyridin-2(1H)-one FC(CN1C(C(=CC(=C1)C=1NC2=CC=C(C=C2C1C(C)C)C1CCNCC1)C)=O)F